[Cl-].FC1=CC=CC=2C(=[NH+]C3=CC=CC=C3C21)O 10-fluoro-6-hydroxybenzo[c]quinolinium chloride